[Si](C)(C)(C(C)(C)C)OCC1=C(C=CC(=C1)F)C(C)O (2-(((tert-butyldimethylsilyl)oxy)methyl)-4-fluorophenyl)ethan-1-ol